(E)-2-(4-(3-acetylaminophenyl)-1H-1,2,3-triazol-1-yl)-N'-(3-chlorobenzylidene)acetohydrazide C(C)(=O)NC=1C=C(C=CC1)C=1N=NN(C1)CC(=O)N/N=C/C1=CC(=CC=C1)Cl